NC=1C=C(C(=O)OCC(C)C)C=C(C1Cl)N 2-methylpropyl 3,5-diamino-4-chlorobenzoate